The molecule is a member of the class of quinolines that is quinoline which is substituted by a chloro group at position 5 and by a 2-[(heptan-2-yl)oxy]-2-oxoethoxy group at position 8. It is an aromatic ether, an organochlorine compound, a member of quinolines and a carboxylic ester. CCCCCC(C)OC(=O)COC1=C2C(=C(C=C1)Cl)C=CC=N2